C1(C(=CC(C2=CC=CC=C12)=O)CC#N)=O 4-naphthoquinoneacetonitrile